BrC=1C=CC=C2CCCC(C12)(O)CC1=NC(=NC(=C1CO)Cl)SC 8-bromo-1-((6-chloro-5-(hydroxymethyl)-2-(methylthio)pyrimidin-4-yl)methyl)-1,2,3,4-tetrahydronaphthalen-1-ol